C(CCCCCC)N1C=NC=C1 1-heptylimidazole